[Cl-].[Cl-].P(=O)(O)(O)CCCCN1C2=CC=C(C=C2C=2C=C(C=CC12)CC[NH3+])CC[NH3+] 2,2'-[9-(4-Phosphonobutyl)-9H-carbazole-3,6-diyl]bis(ethan-1-aminium) dichloride